(4Z,7S,8E,10Z,12E,14E,16R,17S,19Z)-7,16,17-Trihydroxydocosahexenoic acid methyl ester COC(C=C\C=C/C=C(\C=C\C=C/C=C/CC[C@H]([C@H](CCCCC)O)O)O)=O